ClC=1C=C(C(=NC1)C)N[C@@H](CC)C1=CC=C(S1)C(=O)N[C@H](C(=O)NC1CC1)CC1CCCC1 (2S)-2-({5-[(1S)-1-[(5-chloro-2-methylpyridin-3-yl)amino]propyl]thiophen-2-yl}formamido)-3-cyclopentyl-N-cyclopropylpropanamide